C(C1=CC=CC=C1)(=O)OC1=C2C=CN(C2=CC=C1)C1OC(OC1)=O 4-(4-(benzoyloxy)-1H-indol-1-yl)-1,3-dioxolan-2-one